2-[2-[4-Methoxy-3-(trifluoromethyl)phenyl]-7-azaspiro[3.5]nonane-7-carbonyl]-5-azaspiro[3.4]octan-6-one COC1=C(C=C(C=C1)C1CC2(C1)CCN(CC2)C(=O)C2CC1(C2)NC(CC1)=O)C(F)(F)F